(E)-3-(2,2-dimethyl-2H-chromen-6-yl)-1-(4-(4-hydroxyphenyl)piperazin-1-yl)prop-2-en-1-one CC1(OC2=CC=C(C=C2C=C1)/C=C/C(=O)N1CCN(CC1)C1=CC=C(C=C1)O)C